tetradecatrien-1-yl acetate C(C)(=O)OC=CC=CC=CCCCCCCCC